2,7-dimethyl-6-(quinoline-6-carbonyl)-4,5,6,7-tetrahydro-2H-pyrazolo[3,4-c]pyridin-3-yl triflate O(S(=O)(=O)C(F)(F)F)C=1N(N=C2C(N(CCC21)C(=O)C=2C=C1C=CC=NC1=CC2)C)C